N1=C2N(N=C1N)CCC2 6,7-dihydro-5H-pyrrolo[1,2-b][1,2,4]Triazol-2-amine